3-[2-(trifluoromethyl)-4'-chlorobenzhydryloxy]-N-(tert-butyl)azetidine-1-carboxamide FC(C1=C(C(C2=CC=C(C=C2)Cl)OC2CN(C2)C(=O)NC(C)(C)C)C=CC=C1)(F)F